6-(chloromethyl)-2-(2-methyl-1H-benzimidazole-1-yl)thiophene ClCC=1C=CC2=C(N(C(=N2)C)C=2SC=CC2)C1